OC(CC(=O)NN)CNC1=CC=C(C=C1)CC 3-hydroxy-4-(4-ethyl-phenylamino)butyryl-hydrazine